(2S,3R)-N-(4-tert-butylphenyl)-1-cyano-N-[2-[(4,4-difluorocyclohexyl)amino]-1-(5-fluoro-3-pyridyl)-2-oxo-ethyl]-3-fluoro-pyrrolidine-2-carboxamide C(C)(C)(C)C1=CC=C(C=C1)N(C(=O)[C@@H]1N(CC[C@H]1F)C#N)C(C(=O)NC1CCC(CC1)(F)F)C=1C=NC=C(C1)F